ClC1=C(C(=O)O)C=CC(=C1[S@@](=O)C)C(F)(F)F 2-chloro-3-[(S,R)-methylsulfinyl]-4-(trifluoromethyl)benzoic acid